ClC1=C(C=CC=C1)\C=C(\C(=O)NCCC1=CC=C(C=C1)S(N)(=O)=O)/CSC1=CC=CC=C1 (Z)-3-(2-chlorophenyl)-2-((phenylthio)methyl)-N-(4-sulphamoylphenethyl)acrylamide